FC=1C(=C(C=CC1F)C1C(O[C@]([C@H]1C)(C(F)(F)F)C)C(=O)NC=1C=C2C=CN=CC2=CC1)OC (4S,5R)-3-(3,4-difluoro-2-methoxyphenyl)-N-(isoquinolin-6-yl)-4,5-dimethyl-5-(trifluoromethyl)oxolane-2-carboxamide